N-{[4-(1,3-benzoxazol-2-yl)bicyclo[2.2.2]octan-1-yl]methyl}-3,5-difluoro-4-hydroxybenzamide O1C(=NC2=C1C=CC=C2)C21CCC(CC2)(CC1)CNC(C1=CC(=C(C(=C1)F)O)F)=O